4-(2-amino-5-(2,2-dimethyl-2,3-dihydrobenzofuran-7-yl)-4-oxo-4,7-dihydro-3H-pyrrolo[2,3-d]pyrimidin-6-yl)-N,N-dimethylbenzenesulfonamide NC=1NC(C2=C(N1)NC(=C2C2=CC=CC=1CC(OC12)(C)C)C1=CC=C(C=C1)S(=O)(=O)N(C)C)=O